(S)-8-(1-((2-(isopropylsulfonyl)phenyl)amino)ethyl)-3,6-dimethyl-2-morpholinoquinazolin-4(3H)-one C(C)(C)S(=O)(=O)C1=C(C=CC=C1)N[C@@H](C)C=1C=C(C=C2C(N(C(=NC12)N1CCOCC1)C)=O)C